N1(C=NC=C1)C=1N(C2=CC=CC=C2C1)C (1H-imidazol-1-yl)-1-methyl-1H-indole